N-[[4-(3-methoxyazetidin-1-yl)-1-[4-(trifluoromethoxy)phenyl]pyrazolo[3,4-b]pyridin-3-yl]methyl]prop-2-enamide COC1CN(C1)C1=C2C(=NC=C1)N(N=C2CNC(C=C)=O)C2=CC=C(C=C2)OC(F)(F)F